C(C)(C)(C)OC(=O)N1C[C@@H](N(CC1)C=1C2=C(N=CN1)N(C=C2C2CC2)C2CC(CCC2)(F)F)C (3S)-4-(5-cyclopropyl-7-(3,3-difluorocyclohexyl)-7H-pyrrolo[2,3-d]pyrimidin-4-yl)-3-methylpiperazine-1-carboxylic acid tert-butyl ester